methyl (4-((tert-butyldiphenylsilyl)oxy)butanoyl)serinate [Si](C1=CC=CC=C1)(C1=CC=CC=C1)(C(C)(C)C)OCCCC(=O)N[C@@H](CO)C(=O)OC